6-(6-chloro-2,5-dimethyl-pyrimidin-4-yl)-3-(1,3,5-trimethylpyrazol-4-yl)-7,8-dihydro-5H-1,6-naphthyridine ClC1=C(C(=NC(=N1)C)N1CC=2C=C(C=NC2CC1)C=1C(=NN(C1C)C)C)C